1,4-benzene-dimethanol C1(=CC=C(C=C1)CO)CO